[C@@H]1(C[C@H](CCC1)NC1=C(C=C(C#N)C=C1)C#N)NC1=C(C=C(C#N)C=C1)C#N 4,4'-(((1R,3S)-cyclohexane-1,3-diyl)bis(azanediyl))bis-isophthalonitrile